2,5-dichloro-4-[4-(trifluoromethyl)cyclohexen-1-yl]pyridine ClC1=NC=C(C(=C1)C1=CCC(CC1)C(F)(F)F)Cl